N-(6-(3-Chloro-6-hydroxy-4-methoxy-2-methylbenzoyl)-5,6,7,8-tetrahydro-1,6-naphthyridin-3-yl)but-2-ynamide ClC=1C(=C(C(=O)N2CC=3C=C(C=NC3CC2)NC(C#CC)=O)C(=CC1OC)O)C